3-(1-(4-bromo-2-oxopyridin-1(2H)-yl)-2-(dimethylamino)ethyl)benzonitrile BrC1=CC(N(C=C1)C(CN(C)C)C=1C=C(C#N)C=CC1)=O